tert-butyl 4-(2-(4-((3-(2,3-difluoro-4-methoxyphenyl)imidazo[1,2-a]pyrazin-8-yl)amino)-N,2-dimethylbenzamido)ethyl)piperidine-1-carboxylate FC1=C(C=CC(=C1F)OC)C1=CN=C2N1C=CN=C2NC2=CC(=C(C(=O)N(C)CCC1CCN(CC1)C(=O)OC(C)(C)C)C=C2)C